tetravinyl-tetramethyltetrasiloxane C(=C)[SiH2]O[Si](O[Si](O[Si](C=C)(C=C)C=C)(C)C)(C)C